(E)-3-(6-(2-(3-methylbenzylidene)hydrazinyl)-2-morpholino-9H-purin-9-yl)benzonitrile CC=1C=C(\C=N\NC2=C3N=CN(C3=NC(=N2)N2CCOCC2)C=2C=C(C#N)C=CC2)C=CC1